1,3-bis(N,N-Diglycidylaminomethyl)cyclohexane tert-butyl-2-oxa-5,8-diazaspiro[3.5]nonane-5-carboxylate C(C)(C)(C)OC(=O)N1C2(COC2)CNCC1.C(C1CO1)N(CC1CO1)CC1CC(CCC1)CN(CC1CO1)CC1CO1